4-(2-(benzyloxy)ethyl)phthalic acid C(C1=CC=CC=C1)OCCC=1C=C(C(C(=O)O)=CC1)C(=O)O